BrCC=1C=NC=CC1OC 3-(bromomethyl)-4-methoxypyridine